N-[(1S)-2-hydroxy-1-methyl-ethyl]-3-[5-(2-methyl-4-pyridinyl)-1-tetrahydropyran-2-yl-6-tetrahydropyran-4-yl-pyrazolo[4,3-g]Isoquinolin-8-yl]Oxy-cyclobutanecarboxamide OC[C@H](C)NC(=O)C1CC(C1)OC1=NC(=C(C2=CC3=C(C=C12)N(N=C3)C3OCCCC3)C3=CC(=NC=C3)C)C3CCOCC3